tert-butyl (3S)-3-(2-{[(benzyloxy)carbonyl]amino} ethyl)-2,5-dioxo-1,4,9-triazaspiro[5.5]undecane-9-carboxylate C(C1=CC=CC=C1)OC(=O)NCC[C@H]1C(NC2(C(N1)=O)CCN(CC2)C(=O)OC(C)(C)C)=O